C(C)OC(=O)C=1C=C2C=CC=NC2=C(N1)Cl.FC=1C=C(CN2C(C=3NN=C(C3C2)NC(C2=CC=CC=C2)=O)(C)C)C=C(C1)F N-[5-(3,5-difluorobenzyl)-6,6-dimethyl-1,4,5,6-tetrahydropyrrolo[3,4-c]pyrazol-3-yl]benzamide ethyl-8-chloro-1,7-naphthyridine-6-carboxylate